tert-butyl (7-fluoro-1-(tetrahydro-2H-pyran-2-yl)-1H-indazol-4-yl)carbamate FC=1C=CC(=C2C=NN(C12)C1OCCCC1)NC(OC(C)(C)C)=O